C(C=C)(=O)O.O1C=CC(C2=CC=CC=C12)=O chromone acrylate